4-(4-aminopyrimidin-2-yl)-1,3-dimethyl-1H-pyrazol-5-ol NC1=NC(=NC=C1)C=1C(=NN(C1O)C)C